[C@H]12CN(C[C@H](CC1)N2)C2=NC(=NC1=C(C(=CC=C21)C2=CC(=CC1=CC=CC=C21)O)F)N2CC(CC2)N(CC)CC 4-(4-((1R,5S)-3,8-diazabicyclo[3.2.1]octan-3-yl)-2-(3-(diethylamino)pyrrolidin-1-yl)-8-fluoroquinazolin-7-yl)naphthalen-2-ol